oxazole-13C O1[13CH]=NC=C1